CC=1C=2N(C=CC1)N=C(C2)[C@@H]2N(CCC1=C2N=CN1)C(=O)C=1OC=CN1 (R)-(4-(4-methylpyrazolo[1,5-a]pyridin-2-yl)-1,4,6,7-tetrahydro-5H-imidazo[4,5-c]pyridin-5-yl)(oxazol-2-yl)methanone